Ethyl 6-((5-chloro-3-(2,2,2-trifluoroethoxy)pyridin-2-yl)oxy)-7-ethylimidazo[1,2-a]pyridine-2-carboxylate ClC=1C=C(C(=NC1)OC=1C(=CC=2N(C1)C=C(N2)C(=O)OCC)CC)OCC(F)(F)F